N-(2,4-difluoro-3-iodophenyl)-4-fluoro-3-methylbenzenesulfonamide FC1=C(C=CC(=C1I)F)NS(=O)(=O)C1=CC(=C(C=C1)F)C